methyl-(R)-2-(3-hydrazineyl-3-oxopropyl)-N-(1-(2-(1-methyl-1H-pyrazol-4-yl)quinolin-4-yl)ethyl)benzamide CC=1C(=C(C(=O)N[C@H](C)C2=CC(=NC3=CC=CC=C23)C=2C=NN(C2)C)C=CC1)CCC(=O)NN